pentamethoxyniobium CO[Nb](OC)(OC)(OC)OC